N,N-dihydroxyethyldodecylamine ON(O)C(CCCCCCCCCCC)CC